N1N=C(C2=CC=CC=C12)C(=O)NN 1H-indazole-3-carbohydrazide